C(C)(C)NC1(CCOCC1)C#N 4-(isopropylamino)tetrahydro-2H-pyran-4-carbonitrile